NC=1C2=C(N=CN1)C(=NC(=C2)N(C)C(C)C)C=2C(=C(C=CC2C)O)C 3-(4-amino-6-(isopropyl(methyl)amino)pyrido[3,4-d]pyrimidin-8-yl)-2,4-dimethylphenol